N-[8-fluoro-2-methylimidazo[1,2-a]pyridin-6-yl]-5-(piperazin-1-yl)-1,2,4-benzotriazine-8-carboxamide FC=1C=2N(C=C(C1)NC(=O)C1=CC=C(C=3N=CN=NC31)N3CCNCC3)C=C(N2)C